3-amino-5-cyanophenyl-boric acid NC=1C=C(C=C(C1)C#N)OB(O)O